(2S)-3-[3-[(4-Benzyloxyphenyl)carbamoyl-amino]phenyl]-2-[(3R)-1-tert-butoxycarbonylpyrrolidin-3-yl]propanoic acid C(C1=CC=CC=C1)OC1=CC=C(C=C1)NC(=O)NC=1C=C(C=CC1)C[C@H](C(=O)O)[C@@H]1CN(CC1)C(=O)OC(C)(C)C